2,6-di-tert-butyl-para-methylphenol C(C)(C)(C)C1=C(C(=CC(=C1)C)C(C)(C)C)O